5-(4-((5-chloro-3-ethyl-2,4-dioxo-1,2,3,4-tetrahydroquinazolin-7-yl)methyl)piperazin-1-yl)-N,6-dimethylpyridinecarboxamide ClC1=C2C(N(C(NC2=CC(=C1)CN1CCN(CC1)C=1C=CC(=NC1C)C(=O)NC)=O)CC)=O